C(C)(C)(C)[C@H]1OC2=CC(=C(C=C2C(C1=CN(C)C)=O)OC)OCCCOC |r| (RS)-2-(tert-Butyl)-3-((dimethylamino)methylene)-6-methoxy-7-(3-methoxypropoxy)chroman-4-one